FC=1C=C2C(=NC1)NN=C2C2CCN(CC2)C(=O)C2=C(N)C=C(C=C2)OC(F)(F)F 2-(4-{5-fluoro-1H-pyrazolo[3,4-b]pyridin-3-yl}piperidine-1-carbonyl)-5-(trifluoromethoxy)aniline